N[C@@H](C(=O)O)C1CCNCC1 (R)-α-amino-4-piperidineacetic acid